NC=1OC(=CC1C#N)C1=CC=CC=C1 2-amino-5-phenylfuran-3-carbonitrile